ClC=1C=C2C(=CC(=NC2=C(C1)C(C)NC1=C(C(=O)O)C=CC=C1)N1CCOCC1)C#N 2-[1-(6-chloro-4-cyano-2-morpholino-8-quinolyl)ethylamino]benzoic acid